CNC(CCCCCCCCCCCCCCC(=O)N)=O N1-methylhexadecanediamide